BrC1=CN=C(C2=CC=CC=C12)C 4-Bromo-1-methylisoquinoline